(S)-8-(2-benzyl-3-chloro-7-oxo-2,4,5,7-tetrahydro-6H-pyrazolo[3,4-c]pyridin-6-yl)-2,10-dimethyl-7,8-dihydrothiazolo[5',4':3,4]benzo[1,2-b][1,4]oxazepin-9(10H)-one C(C1=CC=CC=C1)N1N=C2C(N(CCC2=C1Cl)[C@@H]1C(N(C=2C(OC1)=CC=C1C2SC(=N1)C)C)=O)=O